FC(C1=CC(=NC=2N1N=CC2C(=O)NN)C2=CC(=C(C=C2)C)C)F 7-difluoromethyl-5-(3,4-dimethylphenyl)-pyrazolo[1,5-a]pyrimidine-3-carboxylic acid hydrazide